11-fluoro-8-oxa-3,5-diazatricyclo[7.4.0.02,7]tridec-1(13),2(7),9,11-tetraene-4,6-dione FC=1C=C2OC=3C(NC(NC3C2=CC1)=O)=O